ethyl 2-{7-[(1,3-benzothiazol-2-yl) amino]-3,4-dihydro-2H-1,4-benzoxazin-4-yl}-1,3-thiazole-4-carboxylate S1C(=NC2=C1C=CC=C2)NC2=CC1=C(N(CCO1)C=1SC=C(N1)C(=O)OCC)C=C2